P(=O)(O)(O)COCCN1C2=NC=NC(=C2N=C1)N 9-[2-(phosphonomethoxy)ethyl]adenine